4-(trifluoromethyl)-5,6,7,8-tetrahydrocinnolin-3(2H)-one FC(C=1C(NN=C2CCCCC12)=O)(F)F